BrC=1C=C2C(=NC1)C=NN2CC2=CN=C(O2)C 5-((6-bromo-1H-pyrazolo[4,3-b]pyridin-1-yl)methyl)-2-methyloxazole